COC=1C=C(C=NC1OC)CN1C[C@H](NCC1)C1=C(C=CC=C1)OC(C)C (R)-1-((5,6-dimethoxypyridin-3-yl)methyl)-3-(2-isopropoxyphenyl)piperazine